FC=1C(=C(C=C(C1)F)N1CCNCC1)OC 1-(3,5-difluoro-2-methoxyphenyl)piperazine